COC(N(C)[C@H](C(=O)N(C)[C@@H](CC1=CC=C(C=C1)N)C=1N=C(SC1)C=1SC=CC1)CC1=CC=CC=C1)=O.[Br-].C(CCCCCCCCCCCCCCC)[N+](C)(C)C cetyltrimethyl-ammonium bromide methyl-((S)-1-(((S)-2-(4-aminophenyl)-1-(2-(thiophen-2-yl)thiazol-4-yl)ethyl)(methyl)amino)-1-oxo-3-phenylpropan-2-yl)(methyl)carbamate